C(#N)C1=NC2=CC(=CC(=C2N=C1N1CC2COCC(C1)C2(F)F)[C@@H](C)NC2=C(C(=O)O)C=CC=C2)C 2-(((1R)-1-(2-cyano-3-(9,9-difluoro-3-oxa-7-azabicyclo[3.3.1]nonan-7-yl)-7-methylquinoxalin-5-yl)ethyl)-amino)benzoic acid